4-chloro-2-methoxy-N-((2R)-1-oxo-3-phenyl-1-(6-(pyridin-3-yl)-5,6-dihydropyridin-1(2H)-yl)propan-2-yl)benzamide ClC1=CC(=C(C(=O)N[C@@H](C(N2CC=CCC2C=2C=NC=CC2)=O)CC2=CC=CC=C2)C=C1)OC